rac-ethyl 2-(6-(4-(2-((tert-butoxycarbonyl)amino)ethoxy)phenyl)-4,7-dichloro-2H-indazol-2-yl)-2-((R)-6-fluoro-6,7-dihydro-5H-pyrrolo[1,2-c]imidazol-1-yl)acetate C(C)(C)(C)OC(=O)NCCOC1=CC=C(C=C1)C=1C=C(C2=CN(N=C2C1Cl)[C@@H](C(=O)OCC)C1=C2N(C=N1)C[C@@H](C2)F)Cl |&1:27|